BrC=1C(C2=CC(=CC=C2C1C1=C(N=CS1)C)OCCCCC1=CC=CC=C1)=O 2-bromo-3-(4-methylthiazol-5-yl)-6-(4-phenylbutoxy)-1H-inden-1-one